N-(2-aminophenyl)-4-(3-((6-(5-((2,4-difluorophenyl)sulphonamido)-6-methoxypyridin-3-yl)-4-methylquinazolin-8-yl)oxy)propoxy)benzamide NC1=C(C=CC=C1)NC(C1=CC=C(C=C1)OCCCOC=1C=C(C=C2C(=NC=NC12)C)C=1C=NC(=C(C1)NS(=O)(=O)C1=C(C=C(C=C1)F)F)OC)=O